N[C@@H](C(=O)NC1CCC(CC1)NC1=CC=C(C=C1)C1CCC(CC1)(C)C)[C@H](C)O (2R,3S)-2-amino-N-(4-((4-(4,4-dimethylcyclohexyl)phenyl)amino)cyclohexyl)-3-hydroxybutanamide